Methyl (1R,4r)-4-(2-(((R)-2-(3-Fluorophenyl)-2-hydroxyethyl)amino)-2-methylpropyl)cyclohexane-1-carboxylate FC=1C=C(C=CC1)[C@H](CNC(CC1CCC(CC1)C(=O)OC)(C)C)O